ClC1=NC=C(C(=C1)N1C[C@@](CC1)(C)NC(OC(C)(C)C)=O)C(N[C@@H](C)C1CC1)=O tert-butyl ((S)-1-(2-chloro-5-(((S)-1-cyclopropylethyl)carbamoyl)pyridin-4-yl)-3-methylpyrrolidin-3-yl)carbamate